4-amino-7-fluoro-N-[[2-fluoro-4-(trifluoromethyl)phenyl]methyl]-N-[(1R)-2-methoxy-1-methyl-ethyl]imidazo[1,5-a]quinoxaline-8-carboxamide NC=1C=2N(C3=CC(=C(C=C3N1)F)C(=O)N([C@@H](COC)C)CC1=C(C=C(C=C1)C(F)(F)F)F)C=NC2